C(#N)C1=CC(=C(C=C1)N1CC(N(C2(CC(C2)NC(=O)NC2COC2)C1=O)CC1=CC=C(C=C1)C(F)(F)F)=O)F 1-((2s,4s)-8-(4-cyano-2-fluorophenyl)-6,9-dioxo-5-(4-(trifluoromethyl)benzyl)-5,8-diazaspiro[3.5]nonan-2-yl)-3-(oxetan-3-yl)urea